NC1=C(C=C(C=N1)C=1C=C2N(N1)CC[C@]21CN(CC1)C(=O)NC(C)C)O[C@H](C)C1=CC(=CC=C1)Cl (3R)-2'-{6-amino-5-[(1R)-1-(3-chlorophenyl)ethoxy]pyridin-3-yl}-N-(propan-2-yl)-5',6'-dihydrospiro[pyrrolidine-3,4'-pyrrolo[1,2-b]pyrazole]-1-carboxamide